CC1CN(CCN1CC1=CC=C(C=C1)C(F)(F)F)C(=O)C=1C=CC2=C(NC(CO2)=O)C1 6-[3-methyl-4-[[4-(trifluoromethyl)phenyl]methyl]piperazine-1-carbonyl]-4H-1,4-benzoxazin-3-one